FS(C1=CC=C(N[C@@H]2CC[C@H](CC2)S(=O)(=O)C2=CC=C(C=C2)C=2C=C(C=3N(C2)C=CN3)C)C=C1)(F)(F)(F)F 4-(pentafluoro-λ6-sulfanyl)-N-[trans-4-(4-{8-methylimidazo[1,2-a]pyridin-6-yl}benzenesulfonyl)cyclohexyl]aniline